[4-(4-butylcyclohexanecarbonyl)oxy-2-[(E)-[(5-fluoro-1,3-benzothiazol-2-yl)-hexyl-hydrazono]methyl]phenyl] 4-(6-prop-2-enoyloxyhexoxy)benzoate C(C=C)(=O)OCCCCCCOC1=CC=C(C(=O)OC2=C(C=C(C=C2)OC(=O)C2CCC(CC2)CCCC)/C=N/N(CCCCCC)C=2SC3=C(N2)C=C(C=C3)F)C=C1